1-chloro-8-(6-phenyldibenzo[b,d]thiophen-3-yl)dibenzo[b,d]furan ClC1=CC=CC=2OC3=C(C21)C=C(C=C3)C=3C=CC2=C(SC1=C2C=CC=C1C1=CC=CC=C1)C3